NC\C=C(\CN1C(=NC2=C1C=C(C=C2C2=CC(=CC=C2)S(=O)(=O)C)C(=O)N(C)C)C)/F (Z)-1-(4-amino-2-fluorobut-2-en-1-yl)-N,N,2-trimethyl-4-(3-(methylsulfonyl)phenyl)-1H-benzo[d]imidazole-6-carboxamide